6-Chloro-3-(((R)-1-(6-((S)-4-(4-(dimethylcarbamoyl)benzyl)-2-oxooxazolidin-3-yl)-4-methylpyridin-2-yl)ethyl)amino)picolinic acid ClC1=CC=C(C(=N1)C(=O)O)N[C@H](C)C1=NC(=CC(=C1)C)N1C(OC[C@@H]1CC1=CC=C(C=C1)C(N(C)C)=O)=O